(Z)-N'-(6,7-dihydroquinolin-8(5H)-ylidene)-6-(4-(trifluoromethyl)pyridin-2-yl)-2,6-diazaspiro[3.3]heptane-2-thiohydrazide N1=CC=CC=2CCC/C(/C12)=N/NC(=S)N1CC2(C1)CN(C2)C2=NC=CC(=C2)C(F)(F)F